N-(1-hydroxy-2-methylpropan-2-yl)-4-[6-(piperazin-1-yl)pyrazolo[1,5-a]pyrimidin-3-yl]thiophene-2-carboxamide hydrochloride Cl.OCC(C)(C)NC(=O)C=1SC=C(C1)C=1C=NN2C1N=CC(=C2)N2CCNCC2